(S)-6-(2-amino-5-(4-(2-isopropylmorpholino)-3-(trifluoromethyl)phenyl)pyridin-3-yl)-3,4-dihydroisoquinolin-1(2H)-one NC1=NC=C(C=C1C=1C=C2CCNC(C2=CC1)=O)C1=CC(=C(C=C1)N1C[C@@H](OCC1)C(C)C)C(F)(F)F